5-((diethoxyphosphoryl)methyl)-6-fluoro-1H-indole-1,2-dicarboxylic acid 1-(tert-butyl) 2-ethyl ester CCOC(=O)C=1N(C2=CC(=C(C=C2C1)CP(=O)(OCC)OCC)F)C(=O)OC(C)(C)C